C(C)(C)(C)C1=C(C=CC=C1)C(C(=O)O)N1CC(C1)OCCCCCC1=NC=2NCCCC2C=C1 2-(2-tert-butylphenyl)-2-(3-(5-(5,6,7,8-tetrahydro-1,8-naphthyridin-2-yl)pentyloxy)azetidin-1-yl)acetic acid